ClC=1N=C2O[C@H]([C@@H]3[C@@H]4CC[C@H](CN3C3=NC(=C(C(C1F)=C32)C)C#N)N4C(=O)OC(C)(C)C)C tert-butyl (4R,7S,8S,9S)-13-chloro-17-cyano-14-fluoro-9,16-dimethyl-10-oxa-2,12,18,20-tetrazapentacyclo[9.7.1.14,7.02,8.015,19]icosa-1(18),11,13,15(19),16-pentaene-20-carboxylate